2-(benzo[d][1,3]dioxol-5-yl)-N-(1,1-dioxidobenzo[b]thiophen-6-yl)acrylamide O1COC2=C1C=CC(=C2)C(C(=O)NC=2C=CC1=C(S(C=C1)(=O)=O)C2)=C